C([2H])([2H])([2H])N(C1=NC(=NC=C1)C#N)C1CCNCC1 4-((Methyl-d3)(piperidin-4-yl)amino)pyrimidine-2-carbonitrile